1-acetyl-5-(2-((5-chloro-4-(5,5-dimethyl-5,6-dihydro-4H-pyrrolo[1,2-b]pyrazol-3-yl)pyridin-2-yl)amino)-2-oxoethyl)-N,N-dimethylpiperidine-3-carboxamide C(C)(=O)N1CC(CC(C1)CC(=O)NC1=NC=C(C(=C1)C1=C2N(N=C1)CC(C2)(C)C)Cl)C(=O)N(C)C